benzyl ((S)-(4,4-difluorocyclohexyl)(3-methyl-2-(((3R,5R)-2-oxo-5-(trifluoromethyl)piperidin-3-yl)methyl)imidazo[1,2-b][1,2,4]triazin-6-yl)methyl)carbamate FC1(CCC(CC1)[C@@H](C=1N=C2N(N=C(C(=N2)C)C[C@@H]2C(NC[C@@H](C2)C(F)(F)F)=O)C1)NC(OCC1=CC=CC=C1)=O)F